3,3,3-trifluoro-2,2-dichloropropanal FC(C(C=O)(Cl)Cl)(F)F